(Z)-3-(1-((1-(Cyclopropylmethyl)-1H-pyrazol-4-yl)amino)ethylidene)-5-(4-methylpyridin-3-yl)-1H-pyrrolo[2,3-c]pyridin-2(3H)-one C1(CC1)CN1N=CC(=C1)N\C(\C)=C\1/C(NC2=CN=C(C=C21)C=2C=NC=CC2C)=O